C(C1=CC=CC=C1)OP(=O)(OCC1=CC=CC=C1)OC[C@H]1N(CC1)C(=O)OC methyl (2S)-2-(((bis(benzyloxy)phosphoryl)oxy)methyl)azetidine-1-carboxylate